Cl/C=C/CON=C(CC)C=1C(C[C@@H](CC1O)C1CCOCC1)=O |r| (RS)-2-{1-[(2E)-3-chloroallyloxy-imino]propyl}-3-hydroxy-5-perhydropyran-4-ylcyclohex-2-en-1-one